N1-((4-(4-isopropoxyphenyl)-1H-pyrrol-3-yl)methyl)-N1-methylethane-1,2-diamine C(C)(C)OC1=CC=C(C=C1)C=1C(=CNC1)CN(CCN)C